methyl 4-(2-bromopyrazolo[1,5-a]pyrimidin-7-yl)-2-methoxy-benzoate BrC1=NN2C(N=CC=C2C2=CC(=C(C(=O)OC)C=C2)OC)=C1